methyl (3R)-3-[(R)-(tert-butoxycarbonylamino)-phenyl-methyl]-2-oxo-1H-pyrido[2,3-b][1,4]oxazine-7-carboxylate C(C)(C)(C)OC(=O)N[C@@H]([C@@H]1C(NC2=C(O1)N=CC(=C2)C(=O)OC)=O)C2=CC=CC=C2